4-Hydroxyphenyl-(α-naphthylmethyl)methylsulfonium hexafluoroantimonate F[Sb-](F)(F)(F)(F)F.OC1=CC=C(C=C1)[S+](C)CC1=CC=CC2=CC=CC=C12